[I-].[Zn+2].[I-] Zinc Iodide